NC1=C(C(=O)O)C=C(C(=C1)OC1CC1)OC1CCN(CC1)C(=O)OC(C)(C)C 2-amino-5-((1-(tert-butoxycarbonyl)piperidin-4-yl)oxy)-4-cyclopropoxybenzoic acid